CC=1C=CC=2C(C3=CC=C(C=C3C2C1)C)NC(=O)C=1C(NC(=CC1)C(F)(F)F)=O N-(3,6-dimethyl-9H-fluoren-9-yl)-2-oxo-6-(trifluoromethyl)-1,2-dihydropyridine-3-carboxamide